3-amino-N-(6-(4-isopropyl-4H-1,2,4-triazol-3-yl)pyridin-2-yl)-4-methoxy-1H-indazole-1-carboxamide NC1=NN(C2=CC=CC(=C12)OC)C(=O)NC1=NC(=CC=C1)C1=NN=CN1C(C)C